ClC=1C=C(C=CC1F)NC1=NC=NC2=CC(=C(C=C12)NC(\C=C\CN1CCN(CC1)CC=1C=C2CN(C(C2=CC1F)=O)C1C(NC(CC1)=O)=O)=O)OC (E)-N-(4-((3-chloro-4-fluorophenyl)amino)-7-methoxyquinazolin-6-yl)-4-(4-((2-(2,6-dioxopiperidin-3-yl)-6-fluoro-1-oxoisoindolin-5-yl)methyl)piperazin-1-yl)but-2-enamide